N-((1S)-1-(6-(2-cyano-4-(difluoromethyl)pyridin-3-yl)-1-cyclobutyl-5-fluoro-1H-pyrrolo[2,3-b]pyridin-3-yl)-2,2-difluoroethyl)cyclopropanesulfonamide C(#N)C1=NC=CC(=C1C1=C(C=C2C(=N1)N(C=C2[C@@H](C(F)F)NS(=O)(=O)C2CC2)C2CCC2)F)C(F)F